3-[5-amino-6-[2-cyano-3-[[ethyl(methyl)sulfamoyl]amino]-6-fluoro-phenoxy]-4-oxo-quinazolin-3-yl]-1-oxa-8-azaspiro[4.5]decane NC1=C2C(N(C=NC2=CC=C1OC1=C(C(=CC=C1F)NS(N(C)CC)(=O)=O)C#N)C1COC2(C1)CCNCC2)=O